(2-((2-((6-aminopyridin-2-yl)amino)-5-chloropyrimidin-4-yl)amino)phenyl)dimethylphosphine NC1=CC=CC(=N1)NC1=NC=C(C(=N1)NC1=C(C=CC=C1)P(C)C)Cl